C(C=C)(=O)OCCCCCC(=O)O.C(C=C)(=O)OCCCCCC(=O)O.OCC(C(=O)O)(C)C hydroxypivalate bis[6-(acryloyloxy) hexanoate]